(E)-3-phenyl-N-(2-pyridinyl)-N-tetrahydrothiophen-3-yl-prop-2-enamide Tert-butyl-(2-(2-(2-(4,5-bis(chloromethyl)-1H-1,2,3-triazol-1-yl)ethoxy)ethoxy)ethyl)carbamate C(C)(C)(C)N(C(O)=O)CCOCCOCCN1N=NC(=C1CCl)CCl.C1(=CC=CC=C1)/C=C/C(=O)N(C1CSCC1)C1=NC=CC=C1